C1(=CC=C(C=C1)CC#N)C p-tolylacetonitrile